6-ethyl-8,8-dimethyl-5-oxo-5,6,7,8-tetrahydro-1,6-naphthyridine-2-carboxylic acid methyl ester COC(=O)C1=NC=2C(CN(C(C2C=C1)=O)CC)(C)C